3-(4-(2-chloro-3-fluorophenyl)piperidine-1-carbonyl)-1,4,5,7-tetrahydro-6H-pyrazolo[3,4-c]pyridin-6-carbonitrile ClC1=C(C=CC=C1F)C1CCN(CC1)C(=O)C1=NNC=2CN(CCC21)C#N